N-(2-chloro-6-methylphenyl)-2-((6-(4-(3-(2,4-dioxotetrahydropyrimidin-1(2H)-yl)benzyl)piperazin-1-yl)-2-methylpyrimidin-4-yl)amino)thiazole-5-carboxamide ClC1=C(C(=CC=C1)C)NC(=O)C1=CN=C(S1)NC1=NC(=NC(=C1)N1CCN(CC1)CC1=CC(=CC=C1)N1C(NC(CC1)=O)=O)C